ClC=1C=C(C=C(C1F)Cl)C1(CC(=NO1)N1CC2=C(C1)C(=C(S2)C(=O)O)C)C(F)(F)F 5-(5-(3,5-dichloro-4-fluorophenyl)-5-(trifluoromethyl)-4,5-dihydroisoxazol-3-yl)-3-methyl-5,6-dihydro-4H-thieno[2,3-c]pyrrole-2-carboxylic acid